C(#N)C1(CC1)NS(=O)(=O)C1=CC=C2C3=C(N(C2=C1)C=1SC(=NN1)C(F)F)N=CN=C3N3CCN(CC3)S(=O)C(C)C N-(1-Cyanocyclopropyl)-9-(5-(difluoromethyl)-1,3,4-thiadiazol-2-yl)-4-(4-(isopropylsulfinyl)piperazin-1-yl)-9H-pyrimido[4,5-b]indole-7-sulfonamide